[Br-].C(#N)CCC[P+](C1=CC=CC=C1)(C1=CC=CC=C1)C1=CC=CC=C1 (3-Cyanopropyl)triphenylphosphonium Bromide